2-chloro-9-cyclopentyl-7,7-difluoro-5-methyl-5,7,8,9-tetrahydro-6H-pyrimido[4,5-b][1,4]diazepin-6-one ClC=1N=CC2=C(N(CC(C(N2C)=O)(F)F)C2CCCC2)N1